5-[7-[4-(3-methoxypropylsulfonyl)anilino]-3-methyl-imidazo[4,5-b]pyridin-5-yl]oxy-4-methyl-pyridine-2-carbonitrile COCCCS(=O)(=O)C1=CC=C(NC2=C3C(=NC(=C2)OC=2C(=CC(=NC2)C#N)C)N(C=N3)C)C=C1